C=1C(CCC2CCC=CC12)=O 4,4a,5,6-tetrahydronaphthalen-2(3H)-one